C1(=CC=CC=C1)S(=O)(=O)NC=1C=C(C=CC1F)/C=C/[C@@H](CCOC1=C(C=CC=C1)CCC(=O)O)O 3-[2-[(E,3R)-5-[3-(Benzenesulfonamido)-4-fluorophenyl]-3-hydroxypent-4-enoxy]phenyl]propanoic acid